(4-tert-butyl)phenyl-(triethylsilyl)methanone Ethyl-5-(N-((3R,4R)-6-chloro-7-fluoro-4-hydroxychroman-3-yl)sulfamoyl)-2-methyl-1H-pyrrole-3-carboxylate C(C)OC(=O)C1=C(NC(=C1)S(N[C@@H]1COC2=CC(=C(C=C2[C@H]1O)Cl)F)(=O)=O)C.C(C)(C)(C)C1=CC=C(C=C1)C(=O)[Si](CC)(CC)CC